C(C)SC=1C=C(C=NC1C1=NC2=C(C=NC(=C2)C(F)(F)F)N1C)C(C#N)(C#N)C 2-[5-ethylsulfanyl-6-[3-methyl-6-(trifluoromethyl)imidazo[4,5-c]pyridin-2-yl]-3-pyridyl]-2-methyl-propanedinitrile